5-(tert-butyl)-3-(2-(3,3-difluoropyrrolidin-1-yl)-4-phenylpyridin-3-yl)-1,2,4-oxadiazole C(C)(C)(C)C1=NC(=NO1)C=1C(=NC=CC1C1=CC=CC=C1)N1CC(CC1)(F)F